C(C)(C)C=1N(N=C2C1N=CC=C2)C 3-isopropyl-2-methyl-2H-pyrazolo[4,3-b]Pyridine